C(C)(C)(C)OC(=O)N1[C@@H](C[C@H](C1)F)C=1SC=C(N1)C(N(C)OC)=O (2S,4R)-4-fluoro-2-(4-(methoxy(methyl)carbamoyl)thiazol-2-yl)pyrrolidine-1-carboxylic acid tert-butyl ester